Tert-butyl (2-(5-((4-chlorobenzyl)carbamoyl)-N-(2-hydroxypropyl)-6-oxo-1,6-dihydropyridine-2-carboxamido)ethyl)(methyl)carbamate ClC1=CC=C(CNC(=O)C2=CC=C(NC2=O)C(=O)N(CC(C)O)CCN(C(OC(C)(C)C)=O)C)C=C1